tert-butyl 3-(2,3-dichloro-6-fluorophenyl)-3-{[2-(2-ethoxy-2-oxoethyl)-3-(trifluoromethyl)indazol-6-yl]amino}azetidine-1-carboxylate ClC1=C(C(=CC=C1Cl)F)C1(CN(C1)C(=O)OC(C)(C)C)NC=1C=CC2=C(N(N=C2C1)CC(=O)OCC)C(F)(F)F